2-amino-N-(3,4-dihydroxyphenylethyl)-3-methylpentanamide NC(C(=O)NCCC1=CC(=C(C=C1)O)O)C(CC)C